tert-butyl 2-((6-(5-cyanopyrazin-2-ylamino)-3-(5-methyl-1,3,4-oxadiazol-2-yl)pyridazin-4-ylamino)methyl)morpholine-4-carboxylate C(#N)C=1N=CC(=NC1)NC1=CC(=C(N=N1)C=1OC(=NN1)C)NCC1CN(CCO1)C(=O)OC(C)(C)C